C1(=CC(=CC=C1)C1=NC(=NC(=C1)C1=CC=C(C=C1)C1=CC(=CC=C1)Cl)C1=CC=CC=C1)C1=CC=CC=C1 4-([1,1'-biphenyl]-3-yl)-6-(3'-chloro-[1,1'-biphenyl]-4-yl)-2-phenylpyrimidine